2,3,4,5-tetrakis(3,6-dimethyl-9H-carbazol-9-yl)-6-(pyridin-2-yl)benzonitrile CC=1C=CC=2N(C3=CC=C(C=C3C2C1)C)C1=C(C#N)C(=C(C(=C1N1C2=CC=C(C=C2C=2C=C(C=CC12)C)C)N1C2=CC=C(C=C2C=2C=C(C=CC12)C)C)N1C2=CC=C(C=C2C=2C=C(C=CC12)C)C)C1=NC=CC=C1